3,3-dimethylcyclopropane-1,2-dicarboxylic acid methyl ester COC(=O)C1C(C1(C)C)C(=O)O